(5-(3-((4-chlorobenzyl)amino)-2-hydroxyl-propoxy)-2-methyl-1-(p-tolyl)-1H-indol-3-yl)ethanone ClC1=CC=C(CNCC(COC=2C=C3C(=C(N(C3=CC2)C2=CC=C(C=C2)C)C)C(C)=O)O)C=C1